[Sn]=O.[Ti].[V] vanadium titanium tin oxide